CC1=C(N=CN1COCC[Si](C)(C)C)C1=CC=C(C=C1)NC(OC(C)(C)C)=O tert-butyl (4-(5-methyl-1-((2-(trimethylsilyl)ethoxy)methyl)-1H-imidazol-4-yl)phenyl)carbamate